N[C@H](C(=O)O)CN1C=C(C(C=C1)=O)O (2S)-2-Amino-3-(3-hydroxy-4-oxopyridin-1-yl)propanoic acid